7'-Fluorospiro[cyclobutane-1,3'-indolin]-2'-one FC=1C=CC=C2C3(C(NC12)=O)CCC3